(S)-(1-fluorocyclopropyl)(6-(4-(2-(3,3,3-trifluoropropoxy)phenyl)piperidin-1-yl)-2-azaspiro[3.4]octan-2-yl)methanone FC1(CC1)C(=O)N1CC2(C1)C[C@H](CC2)N2CCC(CC2)C2=C(C=CC=C2)OCCC(F)(F)F